N-(4-(5-chloropyridin-3-yl)-2,6-difluorophenyl)-2-(2-(cyclopropanesulfonylamino)thiazol-4-yl)-2-methylpropanamide ClC=1C=C(C=NC1)C1=CC(=C(C(=C1)F)NC(C(C)(C)C=1N=C(SC1)NS(=O)(=O)C1CC1)=O)F